Cl.COC(C[C@@H](C1=CC=C(C=C1)C1=CC=C(C2=CC=CC=C12)OCC1=CC=CC=C1)NC(C(C)(C)N)=O)=O (S)-3-(2-amino-2-methylpropionamido)-3-(4-(4-(benzyloxy)naphthalen-1-yl)phenyl)propanoic acid methyl ester hydrochloride